4-(((1S,2R)-2-cyanocyclopentyl)amino)-3-methoxy-N-(5-(5-methyl-1H-pyrazol-yl)-1,3,4-thiadiazol-2-yl)-2-oxo-2H-pyran-6-carboxamide C(#N)[C@H]1[C@H](CCC1)NC1=C(C(OC(=C1)C(=O)NC=1SC(=NN1)N1N=CC=C1C)=O)OC